12-octadecenylamine C(CCCCCCCCCCC=CCCCCC)N